6-((4-((3R,4R)-3-amino-4-fluoropiperidin-1-yl)-5-(1-isopropyl-1H-pyrazol-4-yl)pyridin-2-yl)amino)-2-(2,4-difluoro-6-methoxyphenyl)nicotinonitrile hydrochloride Cl.N[C@@H]1CN(CC[C@H]1F)C1=CC(=NC=C1C=1C=NN(C1)C(C)C)NC1=NC(=C(C#N)C=C1)C1=C(C=C(C=C1OC)F)F